ClC1=NC=C(C(=N1)OC1CCCC1)C#N 2-chloro-4-(cyclopentyloxy)pyrimidine-5-carbonitrile